CC1=CC=C(N=N1)NC1=CC2=C(N(C=N2)C2=CC=C(C(=N2)N2N=C(C=3CNCCC32)C(F)(F)F)C(C)O)C=C1 1-[6-[5-[(6-methylpyridazin-3-yl)amino]benzimidazol-1-yl]-2-[3-(trifluoromethyl)-4,5,6,7-tetrahydropyrazolo[4,3-c]pyridin-1-yl]-3-pyridyl]ethanol